COC1=C2C(C(=C(OC2=CC(=C1)OC)C1=CC(=C(C(=C1)OC)OC)OC)OCCCCSC1=NC=NC2=CC(=CC=C12)[N+](=O)[O-])=O 5,7-dimethoxy-3-(4-((7-nitroquinazolin-4-yl)thio)butoxy)-2-(3,4,5-trimethoxyphenyl)-4H-chromen-4-one